3-((((9H-fluoren-9-yl)methoxy)carbonyl)(3-((tert-butoxycarbonyl)amino)propyl)amino)propanoic acid C1=CC=CC=2C3=CC=CC=C3C(C12)COC(=O)N(CCC(=O)O)CCCNC(=O)OC(C)(C)C